1-(3-{[3-(4-methoxyphenyl)imidazo[1,2-a]pyrazin-8-yl]amino}hexahydropyridin-1-yl)-2-methylpropan-2-en-1-one COC1=CC=C(C=C1)C1=CN=C2N1C=CN=C2NC2CN(CCC2)C(C(=C)C)=O